((3R,4R)-4-((6-(cyclopropyl(3-(trifluoromethyl)benzyl)amino)-9H-purin-9-yl)methyl)-3-hydroxypiperidin-1-yl)acetamide C1(CC1)N(C1=C2N=CN(C2=NC=N1)C[C@@H]1[C@H](CN(CC1)CC(=O)N)O)CC1=CC(=CC=C1)C(F)(F)F